C(C)(C)(C)OC(C1=C(C=CC=C1)NC(C)C1=CC(=CC=2C(C=C(OC21)SCC)=O)C)=O 2-[1-(2-ethylsulfanyl-6-methyl-4-oxo-benzopyran-8-yl)ethylamino]benzoic acid tert-butyl ester